C(C)OC(C1=CC(=C(C=C1)\C=C\C(=O)OCC)C1OCCCO1)=O (E)-3-(1,3-dioxan-2-yl)-4-(3-ethoxy-3-oxoprop-1-enyl)benzoic acid ethyl ester